1-Phenyl-3-(2,4,6-trimethylphenyl)-2-pyrazolin C1(=CC=CC=C1)N1N=C(CC1)C1=C(C=C(C=C1C)C)C